NCC1=C(OCCCCC(=O)NC=2SC3=C(N2)C=CC(=C3)C=3C=C(C(=NC3)C)NC(OC3CCCCC3)=O)C=C(C=C1)C1=C(N=CS1)C cyclohexyl (5-(2-(5-(2-(aminomethyl)-5-(4-methylthiazol-5-yl)phenoxy)pentanamido)benzo[d]thiazol-6-yl)-2-methylpyridin-3-yl)carbamate